3-[[4-[2-[tert-Butoxycarbonyl(methyl)amino]-1-(5-tert-butyl-2-pyridyl)ethoxy]-6-(2,6-dimethylphenyl)pyrimidin-2-yl]sulfamoyl]benzoic acid C(C)(C)(C)OC(=O)N(CC(OC1=NC(=NC(=C1)C1=C(C=CC=C1C)C)NS(=O)(=O)C=1C=C(C(=O)O)C=CC1)C1=NC=C(C=C1)C(C)(C)C)C